CC1(OC2=C(C(N1)=O)C=CC=C2)C 2,2-dimethyl-4-oxo-2H-benzo[1,3]oxazine